OC(=O)C(F)(F)F.C[C@@H]1N([C@@H](CNC1)C)C(C(C)C)=O 1-(cis-2,6-dimethylpiperazin-1-yl)-2-methylpropan-1-one TFA salt